[2-(2-{[4-(11,12-Didehydrodibenzo[b,f]azocin-5(6H)-yl)-4-oxobutanoyl]amino}ethoxy)ethoxy] acetate C(C)(=O)OOCCOCCNC(CCC(=O)N1C2=C(C#CC3=C(C1)C=CC=C3)C=CC=C2)=O